diethylene glycol dinonanoate C(CCCCCCCC)(=O)OCCOCCOC(CCCCCCCC)=O